cis-(7RS,9SR)-7,9-bis(1H-benzimidazol-2-ylamino)-3-cyclopropyl-N-(2-methylpropyl)-8,9-dihydro-7H-cyclopenta[h]isoquinoline-5-sulfonamide N1C(=NC2=C1C=CC=C2)N[C@@H]2C[C@@H](C1=C2C=C(C=2C=C(N=CC12)C1CC1)S(=O)(=O)NCC(C)C)NC1=NC2=C(N1)C=CC=C2 |r|